3-(Methylsulfonyl)cyclobutyl(8-amino-7-fluoro-6-(8-methyl-2,3-dihydro-1H-pyrido[2,3-b][1,4]oxazin-7-yl)isoquinolin-3-yl)carbamate CS(=O)(=O)C1CC(C1)N(C([O-])=O)C=1N=CC2=C(C(=C(C=C2C1)C1=C(C2=C(OCCN2)N=C1)C)F)N